2,3,4,9-tetrahydro-1H-carbazole-1-imine C1(CCCC=2C3=CC=CC=C3NC12)=N